OC1=CC=C(CSC2=CC=C(C=O)C=C2)C=C1 4-(4-hydroxybenzylthio)benzaldehyde